4-(((4-(4-Methoxy-3-methylphenyl)bicyclo[2.2.2]octan-1-yl)methyl)(4-(1-(trifluoromethyl)-1H-pyrazol-4-yl)pyridin-2-yl)carbamoyl)cyclohexyl-3-hydroxyazetidine COC1=C(C=C(C=C1)C12CCC(CC1)(CC2)CN(C(=O)C2CCC(CC2)N2CC(C2)O)C2=NC=CC(=C2)C=2C=NN(C2)C(F)(F)F)C